C1=CC=CC=2C3=CC=CC=C3C(C12)COC(=O)NCCCCCCCCCCCCCCC(=O)O 15-((((9H-fluoren-9-yl)methoxy)carbonyl)amino)pentadecanoic acid